S1C=CC2=C1C=CC=C2 benzo[4,5]thiophene